N-(1-(2,4-difluorophenyl)ethyl)-5-fluoro-2-methoxy-N-methylnicotinamide FC1=C(C=CC(=C1)F)C(C)N(C(C1=C(N=CC(=C1)F)OC)=O)C